C(C)(=O)OC1=C(C=CC(=C1)C1OC(C2=C(C1)C=CC=C2OC(C)=O)=O)OC 5-[8-(acetyloxy)-1-oxo-3,4-dihydro-1H-2-benzopyran-3-yl]-2-methoxyphenyl acetate